N-(3-(Difluoromethoxy)-5-fluoro-4-((1R,3R)-2-((3-fluorooxetan-3-yl)methyl)-3-methyl-yl-2,3,4,9-tetrahydro-1H-pyrido[3,4-b]indol-1-yl)phenyl)-1-(3-fluoropropyl)azetidine-3-amine FC(OC=1C=C(C=C(C1[C@H]1N(C(CC2=C1NC1=CC=CC=C21)=C)CC2(COC2)F)F)NC2CN(C2)CCCF)F